1-ethyl-N-((5-(pyridin-4-yl)-2,3-dihydro-1H-inden-4-yl)carbamoyl)piperidine-4-sulfonamide potassium salt [K].C(C)N1CCC(CC1)S(=O)(=O)NC(NC1=C2CCCC2=CC=C1C1=CC=NC=C1)=O